C1(=CC(=CC=C1)C[C@H]1[C@H](CCN2N1C(C(=C2)C)=O)NS(=O)(=O)C)C2=CC=CC=C2 |r| rac-N-{(7S,8S)-8-[([1,1'-biphenyl]-3-yl)methyl]-2-methyl-1-oxo-5,6,7,8-tetrahydro-1H-pyrazolo[1,2-a]pyridazin-7-yl}methanesulfonamide